The molecule is an oxo dicarboxylic acid that is (4Z)-hept-4-enedioic acid substituted at position 2 by an oxo group. It is an oxo dicarboxylic acid and an olefinic compound. It is a conjugate acid of a (4Z)-2-oxohept-4-enedioate. It is a tautomer of a (2Z,4Z)-2-hydroxyhepta-2,4-dienedioic acid. C(/C=C\\CC(=O)O)C(=O)C(=O)O